ClC1=C2C=NN(C2=C(C=C1)C(=O)NC1CC2(CCC2)C1)[C@H](C)C1=CC=C(C=C1)C1=CC(=CC=C1)OC (Sa)-6-(4-Chloro-1-((R)-1-(3'-methoxy-[1,1'-biphenyl]-4-yl)ethyl)-1H-indazol-7-carboxamido)spiro[3.3]heptan